2-((tert-butyldimethylsilyl)oxyethyl)-4-(8-tert-butyloxycarbonyl-3,8-diazabicyclo[3.2.1]octan-3-yl)-8-(2,4-dimethoxybenzyl)-5,8-dihydropteridine-7(6H)-one [Si](C)(C)(C(C)(C)C)OCCC1=NC=2N(C(CNC2C(=N1)N1CC2CCC(C1)N2C(=O)OC(C)(C)C)=O)CC2=C(C=C(C=C2)OC)OC